1-(2-(2-oxa-5-azabicyclo[2.2.2]octan-5-yl)ethyl)-4-hydroxy-N-((1s,4s)-4-methylcyclohexyl)-2-oxo-1,2-dihydro-1,8-naphthyridine-3-carboxamide C12OCC(N(C1)CCN1C(C(=C(C3=CC=CN=C13)O)C(=O)NC1CCC(CC1)C)=O)CC2